ClC1=CC=CC(=N1)N1CC(C1)C(C)(C)O 2-(1-(6-chloropyridin-2-yl)azetidin-3-yl)propan-2-ol